3,5-bis(hydroxymethyl)-1-propargylbenzene OCC=1C=C(C=C(C1)CO)CC#C